ClC1=CC=2N(C=C1C1CCN(CC1)S(=O)(=O)C1=CN=C(S1)CO)N=CN2 (5-((4-(7-chloro-[1,2,4]triazolo[1,5-a]pyridin-6-yl)piperidin-1-yl)sulfonyl)thiazol-2-yl)methanol